Cl.Cl.CN1N=CC2=C1NC1=C(NC2)C=CC=C1 1-methyl-1,4,5,10-tetrahydropyrazolo[3,4-b][1,5]benzodiazepine dihydrochloride salt